C(=O)C=O Glyoxal